ClC=1C=C2C=NC(=NC2=CC1N1CCN(CC1)[C@@]1([C@@H](COC1)O)C)NC=1C=NN(C1Cl)C12CC(C1)(C2)F |o1:17,18| (3S,4S) or (3R,4R)-4-(4-(6-chloro-2-((5-chloro-1-(3-fluorobicyclo[1.1.1]pentan-1-yl)-1H-pyrazol-4-yl)amino)quinazolin-7-yl)piperazin-1-yl)-4-methyltetrahydrofuran-3-ol